N-(2,6-difluorophenyl)-2',6'-dimethyl-[1,1'-biphenyl]-4-amine FC1=C(C(=CC=C1)F)NC1=CC=C(C=C1)C1=C(C=CC=C1C)C